BrC=1C=C(C=CC1C)NC(=O)N1CCC2=C(C=CC=C12)C(F)(F)F N-(3-bromo-4-methylphenyl)-4-(trifluoromethyl)indoline-1-carboxamide